1-isopropyl-5-(3-pyridinyl)-N-[(3R)-tetrahydrofuran-3-yl]pyrazolo[4,3-b]pyridin-7-amine C(C)(C)N1N=CC2=NC(=CC(=C21)N[C@H]2COCC2)C=2C=NC=CC2